(2,4-di-t-butylphenyl)-[1,1-biphenyl]-4,4'-diyl bisphosphonite P(OC1=CC(=C(C=C1)C1=CC=C(C=C1)OP[O-])C1=C(C=C(C=C1)C(C)(C)C)C(C)(C)C)[O-]